1-Methyl-2-(6-trifluoromethoxy-benzothiazol-2-ylamino)-1H-benzoimidazole-5-carboxylic acid ((S)-1-dimethylcarbamoyl-2-hydroxy-ethyl)-amide CN(C(=O)[C@H](CO)NC(=O)C1=CC2=C(N(C(=N2)NC=2SC3=C(N2)C=CC(=C3)OC(F)(F)F)C)C=C1)C